3-(8-Amino-6-(trifluoromethyl)imidazo[1,2-a]pyrazin-3-yl)-N-(3-fluorobicyclo[1.1.1]pentan-1-yl)-4-methylbenzenesulfonamide trifluoroacetate salt FC(C(=O)O)(F)F.NC=1C=2N(C=C(N1)C(F)(F)F)C(=CN2)C=2C=C(C=CC2C)S(=O)(=O)NC21CC(C2)(C1)F